C(C1=CC=CC=C1)OC(=O)N1[C@H]2CC(C[C@@H]1CC2)=O (1R,5S)-3-oxo-8-azabicyclo[3.2.1]octane-8-carboxylic acid benzyl Ester